2-(Cyanomethoxy)-4-(4-fluorophenyl)-6-(pyridin-2-yl)pyridine-3-carbonitrile C(#N)COC1=NC(=CC(=C1C#N)C1=CC=C(C=C1)F)C1=NC=CC=C1